C1(CCCCC1)N[C@H](CCCCN1CCCCC1)C(=O)N1[C@@H](CN(CC1)C(=O)OC1=C(C=CC=C1)Cl)C(NCC=1SC=CC1)=O 2-chlorophenyl (3S)-4-(N-cyclohexyl-6-piperidin-1-yl-D-norleucyl)-3-[(thiophen-2-ylmethyl)carbamoyl]piperazine-1-carboxylate